C1=NC2=NN=NC(=O)C2=N1 imidazotriazinone